3-((4-Bromo-3-fluorophenyl)amino)piperidine-2,6-dione BrC1=C(C=C(C=C1)NC1C(NC(CC1)=O)=O)F